ClCCCCCC(=O)NCC1CCN(CC1)C=1SC=C(N1)C(=O)NC(C(=O)NC(C(=O)OC)=C)=C methyl 2-(2-(2-(4-((6-chlorohexanamido) methyl)piperidin-1-yl)thiazole-4-carboxamido)acrylamido)acrylate